NC1=C(C2=C(C=N1)N=C(N2CC(F)(F)F)C#N)Br 6-amino-7-bromo-1-(2,2,2-trifluoroethyl)-1H-imidazo[4,5-c]pyridine-2-carbonitrile